COC(C(C)(C)C1=CC=C(C=C1)CCC(=O)OC(C)(C)C)=O 2-(4-(3-(tert-butoxy)-3-oxopropyl)phenyl)-2-methylpropanoic acid methyl ester